cyclopropyl((2R,3S)-3-hydroxy-2-methylazetidin-1-yl)methanone C1(CC1)C(=O)N1[C@@H]([C@H](C1)O)C